chloro-3-(ethylamino)-2-((2-(trimethylsilyl)ethoxy)methyl)-2H-pyrazolo[4,3-b]pyridine-7-carboxylic acid methyl ester COC(=O)C=1C=2C(N=C(C1)Cl)=C(N(N2)COCC[Si](C)(C)C)NCC